ClC=1C=C(N2N=CC(=CC21)NC(=O)C=2C=NN(C2C(F)(F)F)C=2C=1C3=C(C(NC3=CC2)=C=O)C=CC1)C(F)(F)F N-(5-chloro-7-(trifluoromethyl)pyrrolo[1,2-b]pyridazin-3-yl)-1-(2-carbonyl-1,2-Dihydrobenzo[cd]indol-6-yl)-5-trifluoromethyl-1H-pyrazole-4-carboxamide